3-[4-[4-(2-benzyloxy-1,1-difluoro-ethyl)-1-piperidyl]indolin-1-yl]piperidine-2,6-dione C(C1=CC=CC=C1)OCC(F)(F)C1CCN(CC1)C1=C2CCN(C2=CC=C1)C1C(NC(CC1)=O)=O